C(C)(C)(C)OC(=O)N[C@H](C(=O)OC)CN(CC(F)(F)F)C (S)-methyl 2-((tert-butoxycarbonyl)amino)-3-(methyl(2,2,2-trifluoroethyl)amino)propanoate